CC(C[C@@H](CC(=O)N1C(OC[C@H]1CC1=CC=CC=C1)=O)C[N+](=O)[O-])C (R)-3-((S)-5-methyl-3-(nitromethyl)hexanoyl)-4-benzyloxazolidine-2-one